O=C(CN1C[C@H](CC1)NC1=C2C=CC=NC2=C(C=C1)C1=C(C(=O)N)C=CC=C1)N1[C@@H](C[C@@H](C1)F)C#N [5-[[(3S)-1-[2-oxo-2-[(2S,4S)-2-cyano-4-fluoro-pyrrolidin-1-yl]ethyl]pyrrolidin-3-yl]amino]-8-quinolinyl]benzamide